NC[C@@H](CC)O (2R)-1-amino-2-butanol